3-(benzyloxy)-N-{2-fluoro-3-[6-oxo-4-(trifluoromethyl)-1,6-dihydropyrimidin-2-yl]-4-(trifluoromethyl)benzyl}cyclobutane-1-carboxamide C(C1=CC=CC=C1)OC1CC(C1)C(=O)NCC1=C(C(=C(C=C1)C(F)(F)F)C=1NC(C=C(N1)C(F)(F)F)=O)F